C(=O)O.CN(C)CC=1C=C(C=CC1C1CCOCC1)NC=1C(=NC(=C(N1)C1=C(C=CC=C1OC)F)CC)C(=O)N ((3-((dimethylamino)methyl)-4-(tetrahydro-2H-pyran-4-yl)phenyl)amino)-6-ethyl-5-(2-fluoro-6-methoxyphenyl)pyrazine-2-carboxamide formate